3-phenoxypyrrolidine O(C1=CC=CC=C1)C1CNCC1